(4aS,8aR)-6-(4-(((6-(Trifluoromethyl)pyridin-3-yl)oxy)methyl)piperidine-1-carbonyl)hexahydro-2H-pyrido[4,3-b][1,4]oxazin-3(4H)-one FC(C1=CC=C(C=N1)OCC1CCN(CC1)C(=O)N1C[C@H]2[C@H](OCC(N2)=O)CC1)(F)F